FC(CN1N=CC(=C1)N)(C)F 1-(2,2-difluoropropyl)-1H-pyrazol-4-amine